1-chloro-2-(3,3-difluorocycloprop-1-en-1-yl)benzeneid Cl[C-]1C(C=CC=C1)C1=CC1(F)F